calcium acetone CC(=O)C.[Ca]